Tert-butyl (R)-4-((1-oxo-1,3-dihydroisobenzofuran-5-yl)oxy)-6-azaspiro[2.5]octane-6-carboxylate O=C1OCC2=CC(=CC=C12)O[C@@H]1C2(CC2)CCN(C1)C(=O)OC(C)(C)C